[I-].COC(=O)C1CC(CN1)[N+](C)(C)C 5-(methoxycarbonyl)-N,N,N-trimethylpyrrolidin-3-aminium iodide